6-ethynyl-2,3-dimethoxypyridine C(#C)C1=CC=C(C(=N1)OC)OC